[Br-].C(=C)C=1NC=CN1 vinylimidazole bromide salt